O1C(=CC=C1)C=C1CN(C(N(C1)C)(C)C)C 5-((furan-2-yl)methylene)-dihydro-1,2,2,3-tetramethylpyrimidine